(6S,8R)-6-(4-bromo-2,6-difluorophenyl)-7-(3-((tert-butyldiphenylsilyl)oxy)-2,2-difluoropropyl)-8-methyl-6,7,8,9-tetrahydro-3H-pyrazolo[4,3-J]isoquinoline BrC1=CC(=C(C(=C1)F)[C@@H]1C(C2[C@H](CN=C3C2(C=C1)CN=N3)C)CC(CO[Si](C3=CC=CC=C3)(C3=CC=CC=C3)C(C)(C)C)(F)F)F